C1(CC1)C=1N=CC=2C3=C(C=C(C2C1)S(=O)(=O)NCC(C)C)[C@@H](C[C@H]3N3C(=NN=C3)NCC)N3C(=NN=C3)NCC |r| Trans-(7RS,9RS)-3-cyclopropyl-7,9-bis[3-(ethylamino)-1,2,4-triazol-4-yl]-N-(2-methylpropyl)-8,9-dihydro-7H-cyclopenta[h]isochinolin-5-sulfonamid